2,4-dimethoxypyrimidine-5-boronic acid COC1=NC=C(C(=N1)OC)B(O)O